(S,E)-1-(4-(2-(2-cyano-[1,1'-biphenyl]-3-yl)vinyl)-2-(cyanomethoxy)-5-Methylbenzyl)piperidine-2-carboxylic acid C(#N)C1=C(C=CC=C1/C=C/C1=CC(=C(CN2[C@@H](CCCC2)C(=O)O)C=C1C)OCC#N)C1=CC=CC=C1